S1C(=NC2=C1C=CC=C2)NC2=C(C=C(N=N2)N(C=2SC=C(N2)C(=O)OCC)C)C2CC2 ethyl 2-({6-[(1,3-benzothiazol-2-yl)amino]-5-cyclopropylpyridazin-3-yl}(methyl)amino)-1,3-thiazole-4-carboxylate